tert-butyl 8-(5-(2-cyclopentylacetyl)-4,5,6,7-tetrahydrothiazolo[4,5-c]pyridin-2-yl)-3,8-diazabicyclo[3.2.1]octane-3-carboxylate C1(CCCC1)CC(=O)N1CC2=C(CC1)SC(=N2)N2C1CN(CC2CC1)C(=O)OC(C)(C)C